tert-butyl((1r,4r)-4-(4-(3-(3-chloro-4-methylphenoxy)-5-methylphenyl)-6-methyl-7-oxo-6,7-dihydro-1H-pyrrolo[2,3-c]pyridine-2-carboxamido)cyclohexyl)carbamate C(C)(C)(C)OC(NC1CCC(CC1)NC(=O)C1=CC2=C(C(N(C=C2C2=CC(=CC(=C2)C)OC2=CC(=C(C=C2)C)Cl)C)=O)N1)=O